3-(2-deoxy-β-d-erythro-pentofuranosyl)-5,6,7,8-tetrahydro-8R-hydroxy-6R-tridecylpyrimido[1,2-a]purine-10(3H)one [C@@H]1(C[C@H](O)[C@H](O1)CO)N1C=2N=C3N(C(C2N=C1)=O)[C@@H](C[C@H](N3)CCCCCCCCCCCCC)O